C(C)C1=C(N=C(C(=N1)C(=O)N)NC1=CC(=CC=C1)CCNC([C@H](C)NC)=O)NC(C)C (S)-6-ethyl-5-(isopropylamino)-3-((3-(2-(2-(methylamino)propanamido)ethyl)phenyl)amino)pyrazine-2-carboxamide